4-[(4-Methoxyphenoxy)methyl]-1-[2-(pyrrolidin-1-yl)ethyl]-1H-1,2,3-triazole COC1=CC=C(OCC=2N=NN(C2)CCN2CCCC2)C=C1